tetradecyl-boric acid C(CCCCCCCCCCCCC)OB(O)O